7-(Dibutoxymethyl)-2-azaspiro[3.5]nonane C(CCC)OC(C1CCC2(CNC2)CC1)OCCCC